CC1(CCC(CC1)CS(=O)(=O)C1=CC=C(C=C1)C1=NC=CC=C1)O 1-methyl-4-[[4-(2-pyridyl)phenyl]sulfonylmethyl]cyclohexanol